6-(2-methoxyethoxy)-2-methylquinazolin COCCOC=1C=C2C=NC(=NC2=CC1)C